N-[1-(1,3-benzothiazol-2-yl)-2-(3-cyanophenyl)ethyl]-3-nitrobenzene-1-sulfonamide S1C(=NC2=C1C=CC=C2)C(CC2=CC(=CC=C2)C#N)NS(=O)(=O)C2=CC(=CC=C2)[N+](=O)[O-]